FC=1C=C(C=C(C1)OC)C1=C2C(=NN1C)[C@@H]1CCC[C@H](C2)N1C(=O)C=1C=C2N=CC=NC2=CC1 ((5R,9S)-3-(3-Fluoro-5-methoxyphenyl)-2-methyl-4,5,6,7,8,9-hexahydro-2H-5,9-epiminocycloocta[c]pyrazol-10-yl)(quinoxalin-6-yl)methanone